2-(5-Fluoro-2-((5-(1-methylpiperidin-4-yl)pyridin-2-yl)amino)pyrimidin-4-yl)-7-isopropyl-5-methylthieno[3,2-c]pyridin-4(5H)-one FC=1C(=NC(=NC1)NC1=NC=C(C=C1)C1CCN(CC1)C)C1=CC=2C(N(C=C(C2S1)C(C)C)C)=O